CN1C=CC(=C1)C(C1=C(C=CC(=C1)Cl)O)=O methyl-4-(5-chloro-2-hydroxybenzoyl)-1H-pyrrole